ClC1=NC=CC(=C1)N1N=NC(=C1)CC1=C(N=C(S1)C1=CC=C(C=C1)S(=O)(=O)C)C(=O)N ((1-(2-Chloropyridin-4-yl)-1H-1,2,3-triazol-4-yl)methyl)-2-(4-(methylsulfonyl)phenyl)thiazole-4-carboxamide